CC(C(=O)O)(CCCCNC(=O)OC(C)(C)C)NC(=O)OC(C)(C)C.N[C@@H]([C@@H](C)CC)C(=O)O isoleucine methyl-2,6-di-tert-butoxycarbonylamino-hexanoate